5',6'-Epoxy-5',6'-dihydro-beta,beta-caroten-3-ol CC1=C(C(CC(C1)O)(C)C)/C=C/C(=C/C=C/C(=C/C=C/C=C(\C)/C=C/C=C(\C)/C=C/C23C(CCCC2(O3)C)(C)C)/C)/C